C(C)(C)(C)OC(NC1=C(C(=C(C=C1)F)NC(C1=C(C(=CC(=C1)N)F)Cl)=O)F)=O (3-(5-amino-2-chloro-3-fluorobenzamido)-2,4-difluorophenyl)carbamic acid tert-butyl ester